CC=1N=C2N(N=C(C=C2C)C=2C=C3CCN(C(C3=CC2)=O)C2CN(CC2)C(=O)OC(C)(C)C)C1 tert-butyl 3-(6-{2,8-dimethylimidazo[1,2-b]pyridazin-6-yl}-1-oxo-3,4-dihydroisoquinolin-2-yl)pyrrolidine-1-carboxylate